Tert-butyl-1-(8-fluoro-7-(8-fluoronaphthalen-1-yl)-2-((tetrahydro-1H-pyrrolizin-7a(5H)-yl)methoxy)pyrido[4,3-d]pyrimidin-4-yl)piperidine-4-carboxylate C(C)(C)(C)OC(=O)C1CCN(CC1)C=1C2=C(N=C(N1)OCC13CCCN3CCC1)C(=C(N=C2)C2=CC=CC1=CC=CC(=C21)F)F